(E)-6-(4-(2-(5-cyclopropyl-3-(2,6-dichlorophenyl)isoxazol-4-yl)vinyl)-4-methylpiperidin-1-yl)quinoline-2-carboxylic acid C1(CC1)C1=C(C(=NO1)C1=C(C=CC=C1Cl)Cl)/C=C/C1(CCN(CC1)C=1C=C2C=CC(=NC2=CC1)C(=O)O)C